2,3-difluoro-5-methylphenol FC1=C(C=C(C=C1F)C)O